N-(2-fluoro-5-(2-methyl-1-(4-methyl-4H-1,2,4-triazol-3-yl)propan-2-yl)phenyl)-5-((isobutylamino)methyl)-2-oxo-1-(2,2,2-trifluoroethyl)-1,2-dihydropyridine-3-carboxamide FC1=C(C=C(C=C1)C(CC1=NN=CN1C)(C)C)NC(=O)C=1C(N(C=C(C1)CNCC(C)C)CC(F)(F)F)=O